C(#N)C(CCC(=O)[O-])C 4-Cyanovalerate